ClC1=C(/C=C/C2=NC=CC(=C2C#N)C=2C(=C(C=CC2)NC(=O)C2=NC=C(C(=O)OC)C=C2)C)C=C(C(=C1)CN1[C@@H](CCCC1)C(=O)OC)C methyl (S,E)-6-((3-(2-(2-chloro-4-((2-(methoxycarbonyl)piperidin-1-yl)methyl)-5-methylstyryl)-3-cyanopyridin-4-yl)-2-methylphenyl)carbamoyl)nicotinate